Ethyl (3,4-dimethylbenzoyl)-D-leucinate CC=1C=C(C(=O)N[C@H](CC(C)C)C(=O)OCC)C=CC1C